3-(3,5-dichlorophenyl)-N-[(4S)-3,4-dihydro-2H-1-benzopyran-4-yl]-8-isopropylimidazo[1,2-b]pyridazine-7-carboxamide ClC=1C=C(C=C(C1)Cl)C1=CN=C2N1N=CC(=C2C(C)C)C(=O)N[C@H]2CCOC1=C2C=CC=C1